N-(1,1'-biphenyl-4-yl)glycine C1(=CC=C(C=C1)NCC(=O)O)C1=CC=CC=C1